[Na+].S(=O)(=O)([O-])[O-].[Na+] monosulfate sodium salt